(S)-3-(((benzyloxy)carbonyl)amino)-5-(2-oxopiperidin-1-yl)pentanoic acid tert-butyl ester C(C)(C)(C)OC(C[C@H](CCN1C(CCCC1)=O)NC(=O)OCC1=CC=CC=C1)=O